NC=1C(=C2C(N(C=NC2=CC1)CCOC)=O)Br 6-amino-5-bromo-3-(2-methoxyethyl)quinazolin-4(3H)-one